5-bromo-2-ethyl-6-methyl-3-nitro-2H-pyrazolo[3,4-b]pyridine BrC1=CC=2C(N=C1C)=NN(C2[N+](=O)[O-])CC